ClC(=O)OCC(C)C isoButyl chloroformate